9H-pyrido[2',3':4,5]pyrrolo[2,3-b]pyrazine N1=C2C(=NC=C1)C1=C(N2)C=CC=N1